C(C)(C)(C)OC(=O)N(C=1C(=CC=C2C=CC(=CC12)C1=NC(=NC=C1)C(=O)OC)COC)CC(=C)C#N methyl 4-[8-[tert-butoxycarbonyl(2-cyanoallyl) amino]-7-(methoxymethyl)-2-naphthyl]pyrimidine-2-carboxylate